COC1(CS(C1)(=O)=O)C1=CC=C(C=C1)C(=O)N1CCC(CC1)OC1=CC=C(C=C1)C(F)(F)F (4-(3-methoxy-1,1-dioxidothietan-3-yl)phenyl)(4-(4-(trifluoromethyl)phenoxy)piperidin-1-yl)methanone